1-(1-(((7-(8-ethylnaphthalen-1-yl)-4-(hexahydrofuro[3,4-f][1,4]oxazepin-4(5H)-yl)-5,6,7,8-tetrahydropyrido[3,4-d]pyrimidin-2-yl)oxy)methyl)cyclopropyl)-N,N-dimethylmethanamine C(C)C=1C=CC=C2C=CC=C(C12)N1CC=2N=C(N=C(C2CC1)N1CCOC2C(C1)COC2)OCC2(CC2)CN(C)C